1-(N'-methyl-N-diazepanyl)-3-methylenehept-4,6-diene CN1N(CCCCC1)CCC(C=CC=C)=C